FC(C=1C(=C(C=CC1)[C@@H](C)NC1=NN(C(C=2C1=CN(C(C2)=O)[C@]2(CN(CC2)C)C(F)(F)F)=O)C)F)F 4-(((R)-1-(3-(difluoromethyl)-2-fluorophenyl)ethyl)amino)-2-methyl-6-((R)-1-methyl-3-(trifluoromethyl)pyrrolidin-3-yl)-2,6-dihydropyrido[3,4-d]pyridazine-1,7-dione